3-({[(2-methylpyridin-4-yl)methyl][(3S)-1-(pyrazin-2-yl)piperidin-3-yl]amino}methyl)-1,4-dihydroquinolin-4-one CC1=NC=CC(=C1)CN([C@@H]1CN(CCC1)C1=NC=CN=C1)CC1=CNC2=CC=CC=C2C1=O